ClC=1C=C(C=C(C1)Cl)C1=CC(=CC(=N1)OC=1C=NC(=NC1)N1CCN(CC1)C(=O)OC(C)(C)C)CN1CCO[C@@H](CC1)CO (S)-tert-Butyl 4-(5-((6-(3,5-dichlorophenyl)-4-((7-(hydroxymethyl)-1,4-oxazepan-4-yl)methyl)pyridin-2-yl)oxy)pyrimidin-2-yl)piperazine-1-carboxylate